3-(6-bromo-2-methylhexanoyl)-1,3-oxazolidin-2-one BrCCCCC(C(=O)N1C(OCC1)=O)C